C(=O)(O)C(C)SC(=O)SSC(C(=O)O)C ((((1-carboxyethyl)thio)carbonylthio)thio)propionic acid